13-chloro-19,21-difluoro-14-hydroxy-16,16-dioxo-9-oxa-16λ6-thia-6,17-diazatetracyclo[16.3.1.111,15.02,7]tricosa-1(21),2(7),3,5,11,13,15(23),18(22),19-nonaen-10-one ClC=1C=C2C(OCC=3N=CC=CC3C3=C(C=C(C(NS(C(C1O)=C2)(=O)=O)=C3)F)F)=O